C(C1=CC=CC=C1)OC(NC1=CC(=NN1C(C)(C)C)C1CC(CC1)NCC1=CC=CC=C1)=O (3-(3-(benzylamino)cyclopentyl)-1-(tert-butyl)-1H-pyrazol-5-yl)carbamic acid benzyl ester